methyl-2-(trifluoromethyl)pyrimidine CC1=NC(=NC=C1)C(F)(F)F